S1C(=NC2=C1C=CC=C2)C(CC2=CC(=CC=C2)C(N)=N)NS(=O)(=O)C=2C=C(C=CC2)NC(=O)C2=NNC(=C2)C(C)C N-[3-[[1-(1,3-benzothiazol-2-yl)-2-(3-carbamimidoylphenyl)ethyl]sulfamoyl]phenyl]-5-isopropyl-1H-pyrazole-3-carboxamide